6-isopropyl-5-(2-methoxyethyl)pyrrolo[2,3-b]pyrazine-3-carbaldehyde C(C)(C)C1=CC=2C(=NC(=CN2)C=O)N1CCOC